l-4-(4-((7-ethyl-6-oxo-5,6-dihydro-1,5-naphthyridin-3-yl)methyl)piperazin-1-yl)-2-fluoro-N-methylbenzamide C(C)C=1C(NC=2C=C(C=NC2C1)CN1CCN(CC1)C1=CC(=C(C(=O)NC)C=C1)F)=O